1-{[4-(methoxymethyl)phenyl]methyl}-3-methylurea COCC1=CC=C(C=C1)CNC(=O)NC